(R)-N-(3-(8-(6,6-difluoro-1,4-oxazepan-5-yl)-3-(2,2,2-trifluoroethyl)imidazo[1,2-a]pyridin-2-yl)prop-2-yn-1-yl)-2-methoxy-4-(methylsulfonyl)aniline FC1([C@H](NCCOC1)C=1C=2N(C=CC1)C(=C(N2)C#CCNC2=C(C=C(C=C2)S(=O)(=O)C)OC)CC(F)(F)F)F